NC(C(=O)O)CC(=O)O (+)-aminosuccinic acid